[Si](C)(C)(C(C)(C)C)OCC=1C=C(C=NC1)NC1C(NC(CC1)=O)=O 3-((5-(((tert-butyldimethylsilyl)oxy)methyl)pyridin-3-yl)amino)piperidine-2,6-dione